NC(C(=O)O)CC1N=C2C=CC=CC2=C1 2-amino-3-(2H-indolyl)propionic acid